N-(3-(6-(4-fluoro-3-hydroxyphenoxy)pyridin-2-yl)phenyl)cyclopropanesulfonamide FC1=C(C=C(OC2=CC=CC(=N2)C=2C=C(C=CC2)NS(=O)(=O)C2CC2)C=C1)O